C(C)SC=1OC2=C(C=C(C=C2C(C1C)=O)F)C(C)NC1=C(C(=O)O)C=CC=C1 2-[1-(2-ethylsulfanyl-6-fluoro-3-methyl-4-oxo-chromen-8-yl)ethylamino]Benzoic acid